(R)-3-methylbutan-2-yl (4-nitrophenyl) carbonate C(O[C@H](C)C(C)C)(OC1=CC=C(C=C1)[N+](=O)[O-])=O